Isoamyl alcohol C(CC(C)C)O